3-[4-(1H-Pyrrolo[2,3-b]pyridin-4-yl)-pyrazol-1-yl]-propan-1-ol N1C=CC=2C1=NC=CC2C=2C=NN(C2)CCCO